C(C1=CC=CC=C1)OC(=O)N[C@@H](C(=O)O)CC=1C=C2C=NNC2=C(C1)C (R)-2-(((benzyloxy)carbonyl)amino)-3-(7-methyl-1H-indazol-5-yl)propionic acid